NC=1C2=C(N=CN1)NC=CC2=O 4-aminopyrido[2,3-d]pyrimidin-5(8H)-one